3-((7-bromo-1,1-dioxido-3-oxo-2,3-dihydrobenzo[d]isothiazol-6-yl)oxy)-5-fluorobenzonitrile BrC1=C(C=CC=2C(NS(C21)(=O)=O)=O)OC=2C=C(C#N)C=C(C2)F